NC1=NC=C(C2=C1C(=NN2C2CNCC2)C#CC=2C=CC1=CN(N=C1C2)C)C(=O)C2CC2 3-(4-amino-7-(cyclopropanecarbonyl)-3-((2-methyl-2H-indazol-6-yl)ethynyl)-1H-pyrazolo[4,3-c]pyridin-1-yl)pyrrolidin